COCC[C@H]([C@H]1[C@@H](C1)C(NC1CC(OC2=CC(=CC=C12)C)(C)C)=O)N1C(NC(CC1=O)(C)C)=[NH2+] [1-[(1R)-3-methoxy-1-[(1R,2R)-2-[(2,2,7-trimethylchroman-4-yl)carbamoyl]cyclopropyl]propyl]-4,4-dimethyl-6-oxo-hexahydropyrimidin-2-ylidene]ammonium